n-butanoic anhydride C(CCC)(=O)OC(CCC)=O